8-Bromo-N-(5-chloro-6-(2H-1,2,3-triazol-2-yl)pyridin-3-yl)-2,2-dimethyl-2,3-dihydro-4H-benzo[b][1,4]oxazine-4-carboxamide BrC1=CC=CC2=C1OC(CN2C(=O)NC=2C=NC(=C(C2)Cl)N2N=CC=N2)(C)C